COC(=O)C=1C(N=C(NC1CN1CC2(CC2)C[C@H]1C(NS(=O)(=O)C)=O)C=1SC=CN1)C1=C(C=C(C=C1)F)Cl (l)-4-(2-chloro-4-fluorophenyl)-6-(((S)-6-((methylsulfonyl)carbamoyl)-5-azaspiro[2.4]heptan-5-yl)methyl)-2-(thiazol-2-yl)-1,4-dihydropyrimidine-5-carboxylic acid methyl ester